1-cyclopropyl-5-iodo-imidazole tert-butyl-1-(3-bromo-5-(trifluoromethyl)benzyl)-1,8-diazaspiro[4.5]decane-8-carboxylate C(C)(C)(C)OC(=O)N1CCC2(CCCN2CC2=CC(=CC(=C2)C(F)(F)F)Br)CC1.C1(CC1)N1C=NC=C1I